(S)-N-(methoxyacetyl)phenylpropionamido-D-leucine COCC(=O)N([C@@H](CC(C)C)C(=O)O)NC(CCC1=CC=CC=C1)=O